[N-](S(=O)(=O)C(F)(F)F)S(=O)(=O)C(F)(F)F.N1C=CC=C1 azole bis(trifluoromethanesulfonyl)imide salt